N-(6-(cyclohexylmethyl)pyridazin-3-yl)-1-methyl-6-oxo-1,4,5,6-tetrahydropyridazine-3-carboxamide C1(CCCCC1)CC1=CC=C(N=N1)NC(=O)C1=NN(C(CC1)=O)C